benzyl N-[3-(2-hydroxyethyl)bicyclo[1.1.1]pentan-1-yl]carbamate OCCC12CC(C1)(C2)NC(OCC2=CC=CC=C2)=O